[2-Chloro-4-fluoro-5-[7-(2,2,3,3,5,5,6,6-octadeuteriomorpholin-4-yl)quinazolin-4-yl]phenyl]-(6-methoxypyridazin-3-yl)methanol ClC1=C(C=C(C(=C1)F)C1=NC=NC2=CC(=CC=C12)N1C(C(OC(C1([2H])[2H])([2H])[2H])([2H])[2H])([2H])[2H])C(O)C=1N=NC(=CC1)OC